2'-[propane-2,2-diylbis-(thio)]diacetic acid CC(C)(SCC(=O)O)SCC(=O)O